3-phenyl-5-(4-phenylbut-3-en-2-yl)pyridine tert-butyl-3-amino-4-(2-(pyrrolidin-1-yl)ethoxy)benzoate C(C)(C)(C)OC(C1=CC(=C(C=C1)OCCN1CCCC1)N)=O.C1(=CC=CC=C1)C=1C=NC=C(C1)C(C)C=CC1=CC=CC=C1